[N+](=O)([O-])C1=C(C=C(O)C(=C1O)[N+](=O)[O-])O 4,6-dinitrophloroglucinol